2-(tert-butyl) 1-methyl 4-(((1,6-dimethyl-2-oxo-1,2-dihydropyridin-4-yl)oxy)methyl)-2-azabicyclo[2.1.1]hexane-1,2-dicarboxylate CN1C(C=C(C=C1C)OCC12CN(C(C1)(C2)C(=O)OC)C(=O)OC(C)(C)C)=O